(5-(3,5-difluorophenyl)-4,5-dihydro-1H-pyrazol-1-yl)(1-(4-(3-(4-methoxybutoxy)phenyl)pyridin-2-yl)piperidin-4-yl)methanone FC=1C=C(C=C(C1)F)C1CC=NN1C(=O)C1CCN(CC1)C1=NC=CC(=C1)C1=CC(=CC=C1)OCCCCOC